N-(Bromoacetyl)-L-valyl-L-alanyl-N6-{(2S)-2-amino-4-[{(1R)-1-[4-benzyl-1-(2,5-difluorophenyl)-1H-pyrazol-3-yl]-2,2-dimethylpropyl}(glycoloyl)amino]butanoyl}-L-lysin BrCC(=O)N[C@@H](C(C)C)C(=O)N[C@@H](C)C(=O)N[C@@H](CCCCNC([C@H](CCN(C(CO)=O)[C@H](C(C)(C)C)C1=NN(C=C1CC1=CC=CC=C1)C1=C(C=CC(=C1)F)F)N)=O)C(=O)O